perfluorophenyl 7-(cyclopropyldifluoromethyl)-2-methoxyquinoline-3-carboxylate C1(CC1)C(C1=CC=C2C=C(C(=NC2=C1)OC)C(=O)OC1=C(C(=C(C(=C1F)F)F)F)F)(F)F